p-chlorobenzyl carbamate (p-chlorobenzyl carbamate) ClC1=CC=C(CNC(O)=O)C=C1.C(N)(OCC1=CC=C(C=C1)Cl)=O